CC1=CC(=NN1)NC1=NC(=NC2=CC(=CC=C12)C1=CC=NC=C1)NC1CC2CCC(C1)N2CCC#N 3-((3-exo)-3-((4-((5-methyl-1H-pyrazol-3-yl)amino)-7-(pyridin-4-yl)quinazolin-2-yl)amino)-8-azabicyclo[3.2.1]octan-8-yl)propionitrile